C(=O)([O-])CN(C(=O)N[C@H](C(=O)[O-])CSC\C=C(\CCCC(CCCC(CCCC(C)C)C)C)/C)CC(=O)[O-].[Na+].[Na+].[Na+] trisodium (2R)-2-{[bis(carboxylatomethyl)carbamoyl]amino}-3-{[(2E)-3,7,11,15-tetramethylhexadec-2-en-1-yl]sulfanyl}propanoate